FC1=C(C(=CC2=CC=C(C=C12)C=1CN(CC1)S(=O)(=O)C(C)CCC)O)N1CC(NS1(=O)=O)=O 5-{1-fluoro-3-hydroxy-7-[1-(pentane-2-sulfonyl)-2,5-dihydro-1H-pyrrol-3-yl]naphthalen-2-yl}-1λ6,2,5-thiadiazolidine-1,1,3-trione